(2,5-difluorophenyl)-N-(4-((7-benzyloxy-6-methoxyquinazolin-4-yl)oxy)phenyl)-2-oxo-1,2,4,5,6,7-hexahydropyrazolo[1,5-a]pyridine-3-carboxamide FC1=C(C=C(C=C1)F)N1C(C(=C2N1CCCC2)C(=O)NC2=CC=C(C=C2)OC2=NC=NC1=CC(=C(C=C21)OC)OCC2=CC=CC=C2)=O